CC1=C(NC2=CC=C(C=C12)C1CCN(CC1)C1CCN(CC1)C)C1=C2C(=NC=C1)NC=C2 4-(3-methyl-5-(1'-methyl-[1,4'-bipiperidin]-4-yl)-1H-indol-2-yl)-1H-pyrrolo[2,3-b]pyridine